6-chloro-3-((4-hydroxy-1-(1-methylcyclopropane-1-carbonyl)piperidin-4-yl)methyl)-3,7-dihydro-4H-pyrrolo[2,3-d]pyrimidin-4-one ClC1=CC2=C(N=CN(C2=O)CC2(CCN(CC2)C(=O)C2(CC2)C)O)N1